C(CCCCCCC\C=C/CCCCCCCC)C1(OCC(O1)CCN(C)C)CCCCCCCC\C=C/CCCCCCCC 2,2-dioleyl-4-(2-dimethylaminoethyl)-[1,3]Dioxolane